CN1CCN(CC1)C1=CC=C(C=C1)B1OC(C(O1)(C)C)(C)C 1-methyL-4-(4-(4,4,5,5-tetramethyl-1,3,2-dioxaborolan-2-yl)phenyl)piperazine